C(C)N1C(C2=C(C=C1C(F)(F)F)N=C(N2C)C2=C(C=C(C=N2)OCC#N)SCC)=O 2-[[6-[5-ethyl-3-methyl-4-oxo-6-(trifluoromethyl)imidazo[4,5-c]pyridin-2-yl]-5-ethylsulfanyl-3-pyridyl]oxy]acetonitrile